γ-methylleucine CC(C[C@H](N)C(=O)O)(C)C